(1S,2r)-2-((S)-5-bromo-8-(imidazo[1,2-a]pyridin-7-ylmethoxy)-1-((1-oxoisoindolin-2-yl)methyl)-1,2,3,4-tetrahydroisoquinoline-2-carbonyl)cyclohexane-1-carboxylic acid BrC1=C2CCN([C@@H](C2=C(C=C1)OCC1=CC=2N(C=C1)C=CN2)CN2C(C1=CC=CC=C1C2)=O)C(=O)[C@H]2[C@H](CCCC2)C(=O)O